BrC=1C(=NC(=CC1)NC(=O)OC(C)(C)C)CC1(CCN(CC1)C(=O)OC(C)(C)C)C#N tert-butyl 4-((3-bromo-6-((tert-butoxycarbonyl)amino)pyridin-2-yl)methyl)-4-cyanopiperidine-1-Carboxylate